5-(5-((5-((tert-butyldimethylsilyl)oxy)tetrahydro-2H-pyran-2-yl)methoxy)-2-methylpyridin-4-yl)-N-(2,6-dimethylpyrimidin-4-yl)pyrazolo[1,5-a]pyridin-2-amine [Si](C)(C)(C(C)(C)C)OC1CCC(OC1)COC=1C(=CC(=NC1)C)C1=CC=2N(C=C1)N=C(C2)NC2=NC(=NC(=C2)C)C